8-(2,4-difluorophenyl)-5-fluoro-3-methyl-6-(5-(1-methyl-1H-pyrazol-4-yl)-4-oxa-7-azaspiro[2.5]oct-7-yl)-2-(trifluoromethyl)pyrido[3,4-d]pyrimidin-4(3H)-one FC1=C(C=CC(=C1)F)C1=NC(=C(C2=C1N=C(N(C2=O)C)C(F)(F)F)F)N2CC(OC1(CC1)C2)C=2C=NN(C2)C